Methoxyphenyl acrylate C(C=C)(=O)OC1=C(C=CC=C1)OC